BrC=1C=C2C(=NN(C2=C(C1)C(F)(F)F)C1CC(C1)=O)F 3-[5-bromo-3-fluoro-7-(trifluoromethyl)indazol-1-yl]cyclobutanone